6-[(2S)-2-aminopropyl]-2-chloro-5-fluoro-N-[(3-fluoropyridin-4-yl)methyl]-7-methyl-7H-pyrrolo[2,3-d]pyrimidin-4-amine dihydrochloride Cl.Cl.N[C@H](CC1=C(C2=C(N=C(N=C2NCC2=C(C=NC=C2)F)Cl)N1C)F)C